C(C)(C)(C)OC(=O)N[C@H]1CCC(C[C@@H]2N(C1=O)[C@@H](CC2)C(=O)OC)(O)C2CC2 Methyl (3S,6S,10aR)-6-((tert-butoxycarbonyl)amino)-9-cyclopropyl-9-hydroxy-5-oxodecahydropyrrolo[1,2-a]azocine-3-carboxylate